C(C)C=1C=C2C3(C4=C(NC2=CC1)NC(NC4=O)=O)C(NC=4C=CC1=C(C43)C=CC=C1)=O 7'-ethyl-1'H-spiro[benzo[e]indole-1,5'-pyrimido[4,5-b]quinoline]-2,2',4'(3H,3'H,10'H)-trione